CC1=CC=C(N=N1)NC1=CC2=C(N(C=N2)C2=CC=C(C(=N2)C=2C(=NN(C2)CC(F)(F)F)C)[C@H](C)O)C=C1 |r| rac-(1S)-1-[6-[5-[(6-methylpyridazin-3-yl)amino]benzimidazol-1-yl]-2-[3-methyl-1-(2,2,2-trifluoroethyl)pyrazol-4-yl]-3-pyridyl]ethanol